FC(OC1=CC=C(CC2=C(C=CC(=C2)C)S(=O)(=O)N)C=C1)(F)F (4-(trifluoromethoxy)benzyl)-4-methylbenzenesulfonamide